1-(((2S,3S,4S,5S,6R)-3,4,5-trihydroxy-6-(hydroxymethyl)tetrahydro-2H-pyran-2-yl)oxy)-3,10,13,16,22,25,28-heptaazatetratriacontan-34-oic acid O[C@@H]1[C@H](O[C@@H]([C@H]([C@@H]1O)O)CO)OCCNCCCCCCNCCNCCNCCCCCNCCNCCNCCCCCC(=O)O